2-[1-(benzyloxy)ethyl]-4-chloro-6-[(2-hydroxyethyl)amino]benzenesulfonamido-3-(6-fluoro-2,3-dimethylphenyl)butanoate C(C1=CC=CC=C1)OC(C)C1=C(C(=CC(=C1)Cl)NCCO)S(=O)(=O)NC(C(=O)[O-])C(C)C1=C(C(=CC=C1F)C)C